N-((R)-2-cyano-1-(4-(ethylsulfonyl)phenyl)ethyl)-4-((2S,5R)-2-((cyclopropylmethoxy)methyl)-5-(4-(trifluoromethyl)phenyl)piperidin-1-yl)benzamide C(#N)C[C@H](C1=CC=C(C=C1)S(=O)(=O)CC)NC(C1=CC=C(C=C1)N1[C@@H](CC[C@@H](C1)C1=CC=C(C=C1)C(F)(F)F)COCC1CC1)=O